N-[(1R,3S)-3-{[6-fluoro-2-(trifluoromethyl)imidazo[1,2-a]pyridin-5-yl]amino}cyclohexyl]-4-methoxybenzamide FC=1C=CC=2N(C1N[C@@H]1C[C@@H](CCC1)NC(C1=CC=C(C=C1)OC)=O)C=C(N2)C(F)(F)F